5-[(2R)-4-[4-chloro-2-(trifluoromethyl)benzoyl]-2-ethylpiperazin-1-yl]-2'-ethoxy-N-{[(2R)-1-methylazetidin-2-yl]methyl}-[2,3'-bipyridine]-6-carboxamide ClC1=CC(=C(C(=O)N2C[C@H](N(CC2)C=2C=CC(=NC2C(=O)NC[C@@H]2N(CC2)C)C=2C(=NC=CC2)OCC)CC)C=C1)C(F)(F)F